samarium-iron-copper [Cu].[Fe].[Sm]